(R)-N'-((5-bromo-3-((R)-1-cyclopropylethyl)bicyclo[4.2.0]octa-1,3,5-trien-2-yl)carbamoyl)-2,2-dimethyl-2,3-dihydropyrazolo[5,1-b]oxazole-7-sulfonimidamide BrC=1C=C(C(=C2CCC12)NC(=O)N=[S@](=O)(N)C=1C=NN2C1OC(C2)(C)C)[C@H](C)C2CC2